quinolizine phosphate P(=O)(O)(O)O.C=1C=CCN2C=CC=CC12